(3-((S)-1-(8-amino-1-methylimidazo[1,5-a]pyrazin-3-yl)ethyl)-5-chloro-6-fluoro-2-isopropoxyphenyl)((2R,6S)-2,6-dimethylmorpholino)methanone NC=1C=2N(C=CN1)C(=NC2C)[C@@H](C)C=2C(=C(C(=C(C2)Cl)F)C(=O)N2C[C@H](O[C@H](C2)C)C)OC(C)C